pyridineamidine N1=C(C=CC=C1)C(=N)N